[O-2].[O-2].[O-2].[Mn+3].[Mn+3] dimanganese(III) trioxide